7-hydroxy-2-oxo-6-(phenylethynyl)-2H-chromene OC1=C(C=C2C=CC(OC2=C1)=O)C#CC1=CC=CC=C1